CC1(COC=2C(=NC(=CC2)C(C)N2C[C@@H](N(C[C@H]2C)C=2C=3N=C(N(C3N(C(N2)=O)C)CC)CC#N)C)O1)C 2-(6-((2S,5R)-4-(1-(3,3-dimethyl-2,3-dihydro-[1,4]dioxino[2,3-b]pyridin-6-yl)ethyl)-2,5-dimethylpiperazin-1-yl)-9-ethyl-3-methyl-2-oxo-3,9-dihydro-2H-purin-8-yl)acetonitrile